4-(3-(1-(3-methylphenyl)piperidin-4-yl)-1H-pyrazol-5-yl)-1H-pyrrole CC=1C=C(C=CC1)N1CCC(CC1)C1=NNC(=C1)C=1C=CNC1